C(C1=CC=CC=C1)O[C@@H]1C(O)(O[C@@H]([C@H]1OCC1=CC=CC=C1)COCC1=CC=CC=C1)Cl 2,3,5-tri-O-benzyl-1-chloro-D-arabinofuranose